2-methyl-4-phenyl-1,3-dioxolane CC1OCC(O1)C1=CC=CC=C1